1-(10-bromodecyl)-2,5-dimethoxy-3,4-dimethyl-benzene BrCCCCCCCCCCC1=C(C(=C(C(=C1)OC)C)C)OC